tert-butyl (3-((R)-1-((7-methoxy-2-methyl-6-((1R,4R)-4-(4-(2-(piperidine-4-oxy)ethyl)piperazine-1-carbonyl)cyclohexyl)quinazolin-4-yl)amino)ethyl)-5-(trifluoromethyl)phenyl)carbamate COC1=C(C=C2C(=NC(=NC2=C1)C)N[C@H](C)C=1C=C(C=C(C1)C(F)(F)F)NC(OC(C)(C)C)=O)C1CCC(CC1)C(=O)N1CCN(CC1)CCOC1CCNCC1